C(C)N([C@@H](CC(C)C)C(=O)O)CC N,N-diethylleucine